13-chloro-6,19-difluoro-14-methoxy-16,16-dioxo-9-oxa-16λ6-thia-17-azatetracyclo[16.3.1.111,15.02,7]tricosa-1(21),2(7),3,5,11,13,15(23),18(22),19-nonaen-10-one ClC=1C=C2C(OCC=3C(=CC=CC3C3=CC=C(C(NS(C(C1OC)=C2)(=O)=O)=C3)F)F)=O